ClC1=C(C#N)C=CC(=C1)N1CC2(CC1C)CCN(CC2)C2=CC=C(C=C2)C(=O)N2CCC(CC2)CN2CCN(CC2)C2=NC=CC(=C2)NC2C(NC(CC2)=O)=O 2-Chloro-4-(8-(4-(4-((4-(4-((2,6-dioxopiperidin-3-yl)amino)pyridin-2-yl)piperazin-1-yl)meth-yl)piperidine-1-carbonyl)phenyl)-3-methyl-2,8-diazaspiro[4.5]decan-2-yl)benzonitrile